NC1=C(C=2C(=NC=C(C2S1)F)C=1C2=C(C=3C=NC(=NC3C1F)N1CC(C(C1)NC(C)C)O)COC2)C#N 2-Amino-7-fluoro-4-(5-fluoro-3-(3-hydroxy-4-(isopropylamino)pyrrolidin-1-yl)-7,9-dihydrofuro[3,4-f]quinazolin-6-yl)thieno[3,2-c]pyridine-3-carbonitrile